3-amino-5-methyl-6,7-dihydropyrazolo[1,5-a]pyrazin-4(5H)-one NC=1C=NN2C1C(N(CC2)C)=O